(carbonylbis(oxy))dibenzoate C(=O)(OC1=C(C(=O)[O-])C=CC=C1)OC1=C(C(=O)[O-])C=CC=C1